BrC1=C2CC[C@@H](C2=CC=C1)OC1=NC(=C(C#N)C=C1C(F)(F)F)OC (S)-6-((4-Bromo-2,3-dihydro-1H-inden-1-yl)oxy)-2-methoxy-5-(trifluoromethyl)-nicotinonitrile